4-chloro-4'-((2-hydroxyethyl)amino)-4''-sulfamoyl-[1,1':3',1''-terphenyl]-5'-carboxamide ClC1=CC=C(C=C1)C1=CC(=C(C(=C1)C(=O)N)NCCO)C1=CC=C(C=C1)S(N)(=O)=O